2-[6-bromo-1',1',5-trifluoro-1-oxospiro[3H-isoquinoline-4,2'-cyclopropane]-2-yl]-N-(5-cyanopyrimidin-2-yl)acetamide BrC=1C(=C2C(=CC1)C(N(CC21C(C1)(F)F)CC(=O)NC1=NC=C(C=N1)C#N)=O)F